O1C(C1)C1OCC2(CO1)COC(OC2)C2OC2 3,9-bis(oxiran-2-yl)-2,4,8,10-tetraoxaspiro[5.5]undecane